COC=1C=C(C=CC1OC)C1=CC=NC=2N1N=C(C2)C(=O)NC2=CC(=C(C(=O)OC)C=C2)O methyl 4-(7-(3,4-dimethoxyphenyl)pyrazolo[1,5-a]pyrimidine-2-carboxamido)-2-hydroxybenzoate